C(C1=CC=CC=C1)N1C(C2(CC1)CCNCC2)=O 2-benzyl-2,8-diazaspiro[4.5]Decan-1-one